(2S,4R)-1-[(2S)-2-amino-3,3-dimethylbutyryl]-4-hydroxy-N-[(1S)-1-[4-(4-methylthiazol-5-yl)phenyl]ethyl]pyrrolidine-2-carboxamide N[C@H](C(=O)N1[C@@H](C[C@H](C1)O)C(=O)N[C@@H](C)C1=CC=C(C=C1)C1=C(N=CS1)C)C(C)(C)C